FC=1C=C(C=CC1N1CCNCC1)C1N(C=NC2=C1N1C(C=C2)=NCC1)N (3-fluoro-4-(piperazin-1-yl)phenyl)-8,9-dihydroimidazo[1',2':1,6]pyrido[2,3]pyrimidin-2-amine